3-bromo-6-(4-methoxyphenyl)pyrazolo[1,5-a]pyridine BrC=1C=NN2C1C=CC(=C2)C2=CC=C(C=C2)OC